4-({4-[({2-[methyl(methylsulfonyl)amino]pyridin-3-yl}methyl)amino]-5-(trifluoromethyl)pyrimidin-2-yl}amino)-N-[(2R)-tetrahydrofuran-2-ylmethyl]benzamide CN(C1=NC=CC=C1CNC1=NC(=NC=C1C(F)(F)F)NC1=CC=C(C(=O)NC[C@@H]2OCCC2)C=C1)S(=O)(=O)C